C1(=CC=CC=C1)C=1N=C(NC1C1=CC=CC=C1)C1=C(C=CC=C1)OCC#C 4,5-diphenyl-2-(2-(prop-2-yn-1-yloxy)phenyl)-1H-imidazole